COC(=O)C1=CC=C(C=C1)C1=CC=C(C=C1)N1C(N(C2=NC=C(C=C21)C)[C@@H]2CN(CC2)CC=2N(C(=CN2)C(=O)OC(C)(C)C)C)=O tert-Butyl (S)-2-((3-(1-(4'-(methoxycarbonyl)-[1,1'-biphenyl]-4-yl)-6-methyl-2-oxo-1,2-dihydro-3H-imidazo[4,5-b]pyridin-3-yl)pyrrolidin-1-yl)methyl)-1-methyl-1H-imidazole-5-carboxylate